NC1=NC=NC=2N(C3=C(C=C(C=C3C21)C(=O)OC)C)CC(=O)N2[C@@H]1C[C@@]1(C[C@H]2C(NC2=NC(=CC=C2)Br)=O)C methyl 4-amino-9-(2-((1R,3S,5R)-3-((6-bromopyridin-2-yl) carbamoyl)-5-methyl-2-azabicyclo[3.1.0]hex-2-yl)-2-oxoethyl)-8-methyl-9H-pyrimido[4,5-b]indole-6-carboxylate